6-((4-(6-(1H-pyrrolo[2,3-b]pyridin-3-yl)imidazo[1,2-a]pyridin-3-yl)pyrimidin-2-yl)amino)pyridin N1C=C(C=2C1=NC=CC2)C=2C=CC=1N(C2)C(=CN1)C1=NC(=NC=C1)NC1=CC=CC=N1